ClC=1C=CC=2NC(N(C3(C2N1)CC3)CC(=O)OC)=O Methyl 2-{6'-chloro-2'-oxo-1'H-spiro[cyclopropane-1,4'-pyrido[3,2-d]pyrimidin]-3'-yl}acetate